C1(CC1)N1N=CC(=C1)C=1C=C(C=CC1)N(C(=O)[C@@H]1CC[C@H](CC1)CC(=O)O)C[C@@H]1CC[C@H](CC1)C1=NC(=C(C=C1)OC)C 2-(trans-4-((3-(1-Cyclopropyl-1H-pyrazol-4-yl)phenyl)((trans-4-(5-methoxy-6-methylpyridin-2-yl)cyclohexyl)methyl)carbamoyl)cyclohexyl)-acetic acid